(2S,4R)-1-[(2S)-3,3-dimethyl-2-{[(1r,4r)-4-formylcyclohexyl]formamido}butanoyl]-4-hydroxy-N-{[4-(4-methyl-1,3-thiazol-5-yl)phenyl]methyl}pyrrolidine-2-carboxamide CC([C@@H](C(=O)N1[C@@H](C[C@H](C1)O)C(=O)NCC1=CC=C(C=C1)C1=C(N=CS1)C)NC(=O)C1CCC(CC1)C=O)(C)C